Methyl (R)-2-amino-5-(2-((6-amino-9H-purin-9-yl)methyl)-3,4-dichlorophenoxy)pentanoate N[C@@H](C(=O)OC)CCCOC1=C(C(=C(C=C1)Cl)Cl)CN1C2=NC=NC(=C2N=C1)N